C(C)(C)(C)O[C@H]1[C@@H](C[C@H]2N(CCC3=CC(=C(C=C23)OC)OC2CC3(C2)CCC3)C1)O (2R,3R,11bR)-3-(tert-butoxy)-10-methoxy-9-(spiro[3.3]heptan-2-yloxy)-1,3,4,6,7,11b-hexahydro-2H-pyrido[2,1-a]isoquinolin-2-ol